6-chloro-8-(1-hydroxyethyl)-2-(morpholin-4-yl)-3,4-dihydroquinazolin-4-one ClC=1C=C2C(NC(=NC2=C(C1)C(C)O)N1CCOCC1)=O